2-[1-(4-bromophenyl)pyrazol-4-yl]acetonitrile BrC1=CC=C(C=C1)N1N=CC(=C1)CC#N